N-(2-hydroxyethyl)-D-alaninamide hydrochloride Cl.OCCNC([C@H](N)C)=O